(1r,5s,6r)-3-(9-(4-chloro-2-methyl-2H-indazol-5-yl)-7H-imidazo[1,2-c]pyrrolo[3,2-e]pyrimidin-5-yl)-3-azabicyclo[3.1.1]heptane-6-amine ClC=1C2=CN(N=C2C=CC1C1=CNC2=C1C=1N(C(=N2)N2C[C@@H]3C([C@H](C2)C3)N)C=CN1)C